3-[6-(3-methoxyphenyl)imidazo[1,2-b]pyridazin-3-yl]phenol COC=1C=C(C=CC1)C=1C=CC=2N(N1)C(=CN2)C=2C=C(C=CC2)O